(S)-1-[(S)-1-[(4-{2-[N-Methyl(isopropyl)amino]ethyl}-1-piperidyl)carbonyl]-3-methylbutyl]-3-isobutyl-2-piperazinone CN(CCC1CCN(CC1)C(=O)[C@H](CC(C)C)N1C([C@@H](NCC1)CC(C)C)=O)C(C)C